2,2-bis(3,4,5-trimethyl-2-oxolanyl)propane CC1C(OC(C1C)C)C(C)(C)C1OC(C(C1C)C)C